octadeca-3,13-diene-1-yl acetate C(C)(=O)OCCC=CCCCCCCCCC=CCCCC